1-(4-cyano-3-methyl-1-phenyl-1H-pyrazol-5-yl)-3-((3s,4r)-4-(3,4-difluorophenyl)-1-(2-methoxyethyl)pyrrolidin-3-yl)urea C(#N)C=1C(=NN(C1NC(=O)N[C@@H]1CN(C[C@H]1C1=CC(=C(C=C1)F)F)CCOC)C1=CC=CC=C1)C